L-prolyl-amide N1[C@@H](CCC1)C(=O)[NH-]